4-(pentylmethyleneamino)-2-pentanol C(CCCC)C=NC(CC(C)O)C